N-(6-METHOXY-1-METHYL-1H-PYRAZOLO[4,3-C]PYRIDIN-7-YL)-1-(4-(TRIFLUOROMETHYL)PYRIDIN-2-YL)-1H-PYRAZOLE-4-SULFONAMIDE COC1=C(C2=C(C=N1)C=NN2C)NS(=O)(=O)C=2C=NN(C2)C2=NC=CC(=C2)C(F)(F)F